CC1=CC=C(C=C1)S(=O)(=O)OCC[C@@H](C)O [(3R)-3-hydroxybutyl] 4-methylbenzene-sulfonate